OCCCC=1C=CC=2N(C1)N=CC2N2CCN(CC2)C(=O)OC(C)(C)C tert-butyl 4-(6-(3-hydroxypropyl)pyrazolo[1,5-a]pyridin-3-yl)piperazine-1-carboxylate